2-allylmercapto-5-(3-hydroxy-4-methoxyphenyl)-5,6-dihydropyrido[2,3-d]pyrimidine-4,7(3H,8H)-dione C(C=C)SC=1NC(C2=C(N1)NC(CC2C2=CC(=C(C=C2)OC)O)=O)=O